FC(C(CC(=O)C1=CC=CC=C1)=O)(F)F 4,4,4-Trifluoro-1-phenylbutan-1,3-dion